O1C(=CC2=C1C=CC=C2)C(=O)NC2=C(C=C(C(=O)O)C=C2)OCCC2=CC=C(C=C2)O 4-(Benzofuran-2-carboxamido)-3-(4-hydroxyphenethoxy)benzoic acid